Methyl 2-((4-methoxy-1H-indole-2-carbonyl)-L-leucyl)-1-(((S)-2-oxopyrrolidin-3-yl)methyl)hydrazine-1-carbodithioate COC1=C2C=C(NC2=CC=C1)C(=O)N[C@@H](CC(C)C)C(=O)NN(C(=S)SC)C[C@H]1C(NCC1)=O